7-bromo-1-(difluoromethylene)-5-fluoro-2,3-dihydro-1H-indene-4-carboxylic acid BrC1=CC(=C(C=2CCC(C12)=C(F)F)C(=O)O)F